ClC=1C=C(C=C(C1)C(F)(F)F)C1(CC(=NO1)C1=CC=C(C2=CC=CC=C12)C(=O)NCC(NCC(F)(F)F)=O)C(F)(F)F 4-{5-[3-chloro-5-(trifluoromethyl)phenyl]-5-(trifluoromethyl)-4,5-dihydroisoxazol-3-yl}-N-{2-oxo-2-[(2,2,2-trifluoroethyl)amino]ethyl}naphthalene-1-carboxamide